CC1CCC=2C=CC=C3C(CCN1C23)NCC[C@]2(CCOC3(CCCC3)C2)C2=NC=CC=C2 5-methyl-N-(2-((R)-9-(pyridin-2-yl)-6-oxaspiro[4.5]decan-9-yl)ethyl)-2,3,6,7-tetrahydro-1H,5H-pyrido[3,2,1-ij]quinolin-1-amine